FC1=C(C(=CC(=C1)OC)F)C1=C(C(N(N1C)C1=NC(=CC=C1)N1CCOCC1)=O)NC(C1=CC=C(C=C1)OC(F)F)=O N-[5-(2,6-difluoro-4-methoxyphenyl)-1-methyl-2-[6-(morpholin-4-yl)pyridin-2-yl]-3-oxo-2,3-dihydro-1H-pyrazol-4-yl]-4-(difluoromethoxy)benzamide